FC=1C=C2CN(CC2=CC1)C(=O)NC1=CC=C(C=C1)C=1CCN(CC1)C(C(=O)NCCC(C)(C)O)=O 5-FLUORO-N-(4-(1-(2-((3-HYDROXY-3-METHYL-BUTYL)AMINO)-2-OXOACETYL)-1,2,3,6-TETRAHYDROPYRIDIN-4-YL)PHENYL)ISOINDOLINE-2-CARBOXAMIDE